3-(4-bromo-2-methyl-phenyl)sulfonyl-8-methoxy-4H-triazolo[1,5-a]quinazolin-5-one BrC1=CC(=C(C=C1)S(=O)(=O)C=1N=NN2C1NC(C1=CC=C(C=C21)OC)=O)C